N-(2-((2-chloropyrimidin-4-yl)amino)phenyl)propan-1-sulfonamide ClC1=NC=CC(=N1)NC1=C(C=CC=C1)NS(=O)(=O)CCC